1-octylnonyl 8-[2-(tert-butoxycarbonylamino)ethyl-[6-(1-ethylundecoxy)-6-oxo-hexyl]amino]octanoate C(C)(C)(C)OC(=O)NCCN(CCCCCCCC(=O)OC(CCCCCCCC)CCCCCCCC)CCCCCC(=O)OC(CCCCCCCCCC)CC